ClC1=CC=C(C[C@H]2CO[C@H](CN2C2CCC(CC2)C2=NN(C(=C2)C)C)C#C)C=C1 (2S,5S)-5-(4-Chlorobenzyl)-4-(4-(1,5-dimethyl-1H-pyrazol-3-yl)cyclohexyl)-2-ethynylmorpholin